2-(2,2-dimethyltetrahydro-2H-pyran-4-carboxamido)-9-(5,6,7,8-tetrahydro-1,8-naphthyridin-2-yl)nonanoic acid CC1(OCCC(C1)C(=O)NC(C(=O)O)CCCCCCCC1=NC=2NCCCC2C=C1)C